1-[4-(trifluoromethyl)thiophen-2-yl]ethanone FC(C=1C=C(SC1)C(C)=O)(F)F